BrC=1SC2=C(N1)CCC(=C2O[Si](CC)(CC)CC)C 2-bromo-6-methyl-7-((triethylsilyl)oxy)-4,5-dihydrobenzo[d]thiazole